CC1(C=2C=CC3=C(C2C=2C1=CC=1NC=4C=CC=CC4C1C2)C=CC=C3)C 7,9-dihydro-7,7-dimethylbenzo[6,7]indeno[2,1-b]carbazole